2,4-difluorocubane FC12C3C4C2C2(C1C3C42)F